CC1=NSC(=N1)C1=NN=C2N1CCN([C@@H]2C)S(=O)(=O)N2CCCCC2 (R)-3-methyl-5-(8-methyl-7-(piperidin-1-ylsulfonyl)-5,6,7,8-tetrahydro-[1,2,4]triazolo[4,3-a]pyrazin-3-yl)-1,2,4-thiadiazole